CNC(C(=O)C1=CC=C(C=C1)N1CCOCC1)(CC)CC1=CC=CC=C1 Methylamino-2-benzyl-1-[4-(4-morpholinyl)phenyl]-1-butanone